NC=1C(=NON1)C(=N)N amino-1,2,5-oxadiazole-3-carboxamidine